tert-butyl N-[2-[[1-[5-[[5-amino-7-(dipropylcarbamoyl)-6H-thieno[3,2-b]azepine-2-carbonyl]amino]-2-pyridyl]piperidine-4-carbonyl]amino]ethyl]carbamate NC=1CC(=CC2=C(N1)C=C(S2)C(=O)NC=2C=CC(=NC2)N2CCC(CC2)C(=O)NCCNC(OC(C)(C)C)=O)C(N(CCC)CCC)=O